calcium oxalate monohydrate O.C(C(=O)[O-])(=O)[O-].[Ca+2]